FC=1C=C2C=C(N(C2=C(C1)CC(C)C)C(=O)OC(C)(C)C)CN1C(C(=CC=C1)[N+](=O)[O-])=O tert-butyl 5-fluoro-7-isobutyl-2-((3-nitro-2-oxopyridin-1(2H)-yl)methyl)-1H-indole-1-carboxylate